3-(pyridin-4-yl)imidazo[1,2-b]Pyridazine N1=CC=C(C=C1)C1=CN=C2N1N=CC=C2